9-((4,4-bis(((Z)-oct-5-en-1-yl)oxy)butanoyl)oxy)-5-hydroxynonyl (9Z,12Z)-octadeca-9,12-dienoate C(CCCCCCC\C=C/C\C=C/CCCCC)(=O)OCCCCC(CCCCOC(CCC(OCCCC\C=C/CC)OCCCC\C=C/CC)=O)O